methylmyristic acid CC(C(=O)O)CCCCCCCCCCCC